6-(trifluoromethyl)picolinic acid ethyl ester C(C)OC(C1=NC(=CC=C1)C(F)(F)F)=O